ON=C(N)C1=CC2=C(C=N1)N(C=N2)C[C@H]2OCC2 N'-hydroxy-3-(((S)-oxetan-2-yl)methyl)-3H-imidazo[4,5-c]pyridine-6-carboximidamide